O1C(=CC=C1)CC=1N=C(C2=C(N1)NC(=C2)CCNC)N [(furan-2-yl)methyl]-6-[2-(methylamino)ethyl]-7H-pyrrolo[2,3-d]pyrimidin-4-amine